N1-(2-(dimethylamino)ethyl)-5-methoxy-N1-methyl-2-nitro-N4-(4-(1-(oxetan-3-yl)-1H-indol-3-yl)pyrimidin-2-yl)benzene-1,4-diamine CN(CCN(C1=C(C=C(C(=C1)OC)NC1=NC=CC(=N1)C1=CN(C2=CC=CC=C12)C1COC1)[N+](=O)[O-])C)C